C(=O)(O)C=1C=C(C=CC1)C1C(C1)C1=C(C=C(OCC=2C(=NOC2C2CC2)C2=C(C=[N+](C=C2Cl)[O-])Cl)C=C1)Cl 4-(4-((4-(2-(3-carboxyphenyl)cyclopropyl)-3-chlorophenoxy)methyl)-5-cyclopropylisoxazol-3-yl)-3,5-dichloropyridine 1-oxide